3-((7R)-7-Amino-2-azabicyclo[2.2.1]heptan-2-yl)(2-(1-(cyclopropylmethyl)-6-(4-ethoxypiperidin-1-yl)-1H-indol-2-yl)-4-methoxy-3-methylbenzofuran-6-yl)methanone N[C@H]1C2N(CC1CC2)C2(C(OC1=C2C(=CC(=C1)C=O)OC)C=1N(C2=CC(=CC=C2C1)N1CCC(CC1)OCC)CC1CC1)C